5-hydroxy-2-(3-methyl-2,6-dioxo-3-piperidinyl)isoindoline-1,3-dione OC=1C=C2C(N(C(C2=CC1)=O)C1(C(NC(CC1)=O)=O)C)=O